3-[4-amino-5-(trifluoromethyl)pyrrolo[2,1-f][1,2,4]triazin-7-yl]-6-ethyl-2-fluoro-N-[(3R,4S)-4-fluoro-1-[(2R)-3,3,3-trifluoro-2-hydroxy-2-methylpropanoyl]pyrrolidin-3-yl]benzamide NC1=NC=NN2C1=C(C=C2C=2C(=C(C(=O)N[C@@H]1CN(C[C@@H]1F)C([C@@](C(F)(F)F)(C)O)=O)C(=CC2)CC)F)C(F)(F)F